[Na+].P(=O)([O-])([O-])OP(=O)([O-])[O-].[Na+].[Na+].[Na+] Pyrophosphoric acid sodium salt